C(CCC)OC(=O)N1N=C(C2=CC=C(C=C12)SNC1=C(C=CC=C1)C(NC1CC1)=O)\C=C\C1=NC=C(C=C1)OCCN(CC)CC 6-[2-(Cyclopropylcarbamoyl)phenyl]aminosulfanyl-3-[(trans)-2-[5-[2-(diethylamino)ethoxy]-2-pyridyl]vinyl]indazole-1-carboxylic acid n-butyl ester